(S)-5-(3-(5-((5-(tert-butyl)-1-methyl-1H-pyrazol-3-yl)carbamoyl)-2-methylphenyl)pyrrolidin-1-yl)nicotinamide C(C)(C)(C)C1=CC(=NN1C)NC(=O)C=1C=CC(=C(C1)[C@H]1CN(CC1)C=1C=NC=C(C(=O)N)C1)C